C(C)[C@]1(C(OCC=2C(N3CC=4C(=NC=5C=CC(=CC5C4CC)OC(CN(C4CCCCC4)C4CCCCC4)=O)C3=CC21)=O)=O)O Dicyclohexylglycine (S)-4,11-diethyl-4-hydroxy-3,14-dioxo-3,4,12,14-tetrahydro-1H-pyrano[3',4':6,7]indolizino[1,2-b]quinolin-9-yl ester